Cl.NCCCNC(OCC1=CC=CC=C1)=O benzyl N-3-[amino]propylcarbamate HCl salt